3-endo-(8-{2-[(2,6-difluorobenzyl)-((S)-2-hydroxypropionyl)amino]-ethyl}-8-aza-bicyclo[3.2.1]oct-3-yl)benzamide TFA salt OC(=O)C(F)(F)F.FC1=C(CN(CCN2C3CC(CC2CC3)C=3C=C(C(=O)N)C=CC3)C([C@H](C)O)=O)C(=CC=C1)F